FC=1C=CC(=NC1)C1=NN2C(COC(C2)(C(F)(F)F)C)=C1C1=C2C(=NC=C1)NN=C2 2-(5-fluoropyridin-2-yl)-6-methyl-3-(1H-pyrazolo[3,4-b]pyridin-4-yl)-6-(trifluoromethyl)-6,7-dihydro-4H-pyrazolo[5,1-c][1,4]oxazine